ClC=1C=C(C=CC1)CCN1CC(C(C1)C)COC1=CC=C(C=C1)S(=O)(=O)CCCS(=O)(=O)C 1-[2-(3-chlorophenyl)ethyl]-3-{[4-(3-methylsulfonylpropanesulfonyl)phenoxy]methyl}-4-methylpyrrolidine